2-((6-amino-5-(4-(tert-butoxycarbonyl)piperazin-1-yl)pyridin-3-yl)oxy)-6-bromobenzoic acid NC1=C(C=C(C=N1)OC1=C(C(=O)O)C(=CC=C1)Br)N1CCN(CC1)C(=O)OC(C)(C)C